[Cl-].[Cl-].C[Si](=[Zr+2](C1C(=CC2=C(C=CC=C12)C1=CC=C(C=C1)C(C)(C)C)C)C1C(=CC2=C(C=CC=C12)C1=CC=C(C=C1)C(C)(C)C)C)C1CCCCC1 rac-methyl-(cyclohexyl)silanediylbis(2-methyl-4-(4-tert-butylphenyl)indenyl)zirconium dichloride